C(C)(C)(C)C1=C(C=C(O)C(=C1)C(C)(C)C)O 4,6-di-t-butylresorcinol